tert-butyl-3-(1-cyclopropyl-3-formyl-4-oxo-1,4-dihydroquinolin-7-yl)morpholine C(C)(C)(C)N1C(COCC1)C1=CC=C2C(C(=CN(C2=C1)C1CC1)C=O)=O